(1R,4R)-N4-[2-(3-{[4-methanesulfonyl-2-(2,2,2-trifluoroethoxy)phenyl]amino}prop-1-yn-1-yl)-1-(2,2,2-trifluoro-ethyl)-1H-indol-4-yl]-N1,N1-dimethylcyclohexane-1,4-diamine CS(=O)(=O)C1=CC(=C(C=C1)NCC#CC=1N(C2=CC=CC(=C2C1)NC1CCC(CC1)N(C)C)CC(F)(F)F)OCC(F)(F)F